6-(4-((4-(1H-pyrazol-4-yl)phenyl)amino)pyrimidin-2-yl)-N,N-bis(2-methoxy-ethyl)-1H-indole-2-carboxamide N1N=CC(=C1)C1=CC=C(C=C1)NC1=NC(=NC=C1)C1=CC=C2C=C(NC2=C1)C(=O)N(CCOC)CCOC